N1(C=CC=C1)CCC(C=CC=C)=C 1-(N-pyrrolyl)-3-methylenehepta-4,6-diene